CN(C1=CC=C(C=C1)C1(OC(=O)C2=CC(=CC=C12)N(C)C)C1=C(N(C2=CC=CC=C12)CCCC)C)C (4-dimethylaminophenyl)3-(1-butyl-2-methylindol-3-yl)6-dimethylaminophthalide